N,N1-Bis-(3,5-dimethylphenyl)-6-morpholine-4-yl-[1,3,5]triazine-2,4-diamine hydrochloride Cl.CC=1C=C(C=C(C1)C)NC1N(C(=NC(=N1)N)N1CCOCC1)C1=CC(=CC(=C1)C)C